2-Arachidonoyl-Glycerol C(CCC\C=C/C\C=C/C\C=C/C\C=C/CCCCC)(=O)OC(CO)CO